FC1=NC(=NC(=C1)F)C#N 4,6-Difluoropyrimidine-2-carbonitrile